((5-(1-cyclopropylethyl)-7-fluoro-2,3-dihydro-1H-inden-4-yl)carbamoyl)-4-(2-hydroxypropan-2-yl)furan-2-sulfonimidamide C1(CC1)C(C)C=1C(=C2CCCC2=C(C1)F)NC(=O)C1=C(OC=C1C(C)(C)O)S(=O)(N)=N